C(C=C)(=O)N1C[C@H](C[C@@H]1[C@@H](C)O)N1N=C(C(=C1N)C(=O)N)C#CC1=CC2=C(N(C(=N2)C)C2CC2)C=C1Cl (3S,5R)-1-acryloyl-5-((R)-1-hydroxyethyl)pyrrolidin-3-yl-5-amino-3-((6-chloro-1-cyclopropyl-2-methyl-1H-benzo[d]imidazol-5-yl)ethynyl)-1H-pyrazole-4-carboxamide